C(=O)C1=C(OCC2=CC=C(C=C2)C2=NC=C(C(=O)OC)C=C2)C=CC=C1 methyl 6-(4-((2-formylphenoxy)methyl)phenyl)nicotinate